NC1=NC=C2C=C(N=C(C2=C1)N1CCCCC1)[C@@]1(C(=O)OCC)CC=CC=C1 ethyl (R)-1-(7-amino-1-(piperidin-1-yl)-2,6-naphthyridin-3-yl)benzoate